COC1=CC2=CC3=C(C(OC3)=O)C(=C2C=C1OC)C1=CC2=C(OCO2)C=C1OC 6,7-dimethoxy-9-(6-methoxybenzo[d][1,3]dioxol-5-yl)naphtho[2,3-c]furan-1(3H)-one